C1CCC2=C(C=CC=C12)C1=C(C=C2C(=N1)C(=NN2)C=2C=NN(C2)C2CN(C2)C(CN2CCN(CC2)C)=O)OC 1-(3-(4-(5-(2,3-Dihydro-1H-inden-4-yl)-6-methoxy-1H-pyrazolo[4,3-b]pyridin-3-yl)-1H-pyrazol-1-yl)azetidin-1-yl)-2-(4-methylpiperazin-1-yl)ethan-1-one